C(C)OC=1C=C(C=2N(C1)N=C1C2C=NN1)C=1C=CC(=NC1)N1CCC2(CCN(CC2)NC(C2=C(C=CC=C2F)Cl)=O)CC1 N-(9-(5-(6-Ethoxy-1H-pyrazolo[3',4':3,4]pyrazolo[1,5-a]pyridin-4-yl)pyridine-2-yl)-3,9-diazaspiro[5.5]undecan-3-yl)-2-chloro-6-fluorobenzamide